silver-titanium-oxide [O-2].[Ti+4].[Ag+]